FC1([C@@H](C1)C(=O)N1C[C@@H](CC[C@@H]1C)NC1=C2C(=NC=C1C(=O)OCC)NC=C2)F ethyl 4-(((3R,6S)-1-((S)-2,2-difluorocyclopropane-1-carbonyl)-6-methylpiperidin-3-yl)amino)-1H-pyrrolo[2,3-b]pyridine-5-carboxylate